CC1=C(C=CC=C1)C=O methylbenzenealdehyde